3-benzyl-1-(trans-4-((5-cyano-4-(imidazo[1,2-a]pyridin-6-yl)pyrimidin-2-yl)amino)cyclohexyl)-1-(5-(1-methyl-1H-pyrazol-4-yl)pyridin-2-yl)urea C(C1=CC=CC=C1)NC(N(C1=NC=C(C=C1)C=1C=NN(C1)C)[C@@H]1CC[C@H](CC1)NC1=NC=C(C(=N1)C=1C=CC=2N(C1)C=CN2)C#N)=O